FC(C(=O)O)(F)F.N[C@]1(CN(C[C@@H]1CCCB(O)O)S(N(CC1CC1)CCN)(=O)=O)C(=O)O (3R,4S)-3-amino-1-(N-(2-aminoethyl)-N-(cyclopropylmethyl)sulfamoyl)-4-(3-boronopropyl)pyrrolidine-3-carboxylic acid, 2,2,2-trifluoroacetic acid salt